COC1=CC=C(C=C1)C1=CC(=CC=C1)N 4'-methoxy-[1,1'-biphenyl]-3-amine